CC(C)(C)OC(=O)NC1CCC(CC1)N trans-tert-butyl (4-aminocyclohexyl) carbamate